FC(C=1C=NC=2N(C1)C=C(N2)C(=O)O)(F)F 6-(trifluoromethyl)imidazo[1,2-a]pyrimidine-2-carboxylic acid